3-cyclohexyl-propionamide C1(CCCCC1)CCC(=O)N